Oleylammonium Oleylcarbamate C(CCCCCCC\C=C/CCCCCCCC)NC([O-])=O.C(CCCCCCC\C=C/CCCCCCCC)[NH3+]